C(C)(C)(C)OC(=O)NNC(=O)C1=NC(=CC=C1F)Cl 2-(6-chloro-3-fluoropyridine-2-carbonyl)hydrazine-1-carboxylic acid tert-butyl ester